6-((4-((3-(5-(2-hydroxyprop-2-yl)pyrazin-2-yl)-2-methoxyphenyl)amino)-5-(propionyl-3,3,3-d3)pyridin-2-yl)amino)pyridinenitrile OC(C)(C)C=1N=CC(=NC1)C=1C(=C(C=CC1)NC1=CC(=NC=C1C(CC([2H])([2H])[2H])=O)NC1=CC=CC(=N1)C#N)OC